2,2,6,6-tetramethyl-N-(5-(3-(morpholinomethyl)cinnolin-6-yl)thiazol-2-yl)tetrahydro-2H-pyran-4-carboxamide CC1(OC(CC(C1)C(=O)NC=1SC(=CN1)C=1C=C2C=C(N=NC2=CC1)CN1CCOCC1)(C)C)C